(S)-(4-(difluoromethyl)-2-(1-hydroxycyclobutyl)oxazol-5-yl)(4-(5-fluorobenzo[d]oxazol-2-yl)-6,7-dihydro-1H-imidazo[4,5-c]pyridin-5(4H)-yl)methanone FC(C=1N=C(OC1C(=O)N1[C@@H](C2=C(CC1)NC=N2)C=2OC1=C(N2)C=C(C=C1)F)C1(CCC1)O)F